[Si](C)(C)(C(C)(C)C)OC1=CC=C(C=C1)NC=1C=C(OCCCC2=C3CCN=CC3=CC=C2)C=C(C1)C#N 5-(3-{3-[(4-{[tert-butyl(dimethyl)silyl]oxy}phenyl)amino]-5-cyanophenoxy}propyl)-3,4-dihydroisoquinoline